ClC=1C=C(C(=O)NC2=CC(=CC=C2)[C@H](C)NC=2C=NC=3C(N2)=NN(C3)CC)C=CC1CN1C[C@@H](CC1)O 3-chloro-N-(3-((S)-1-((2-ethyl-2H-pyrazolo[3,4-b]pyrazin-6-yl)amino)ethyl)phenyl)-4-(((R)-3-hydroxypyrrolidin-1-yl)methyl)benzamide